CC(C#CC=1C=C(COC=2C=C(C=NC2[N+](=O)[O-])B(O)O)C=CC1)(C)OC1OCCCC1 (5-((3-(3-methyl-3-((tetrahydro-2H-pyran-2-yl)oxy)but-1-yn-1-yl)benzyl)oxy)-6-nitropyridin-3-yl)boronic acid